FC(CN1C(=NC=2C1=NC(=CN2)C=2C=CN1N=C(N=CC12)NC1CC(C1)(C(=O)N(C)C)C)C)F (1s,3s)-3-((5-(1-(2,2-difluoroethyl)-2-methyl-1H-imidazo[4,5-b]pyrazin-6-yl)pyrrolo[2,1-f][1,2,4]triazin-2-yl)amino)-N,N,1-trimethylcyclobutane-1-carboxamide